4-(4-chlorothien-2-yl)-5-{[(2R)-2-ethylpyrrolidin-1-yl]methyl}-1,3-thiazol-2-amine ClC=1C=C(SC1)C=1N=C(SC1CN1[C@@H](CCC1)CC)N